(1,2-phenylene)bis(maleimide) C1(=C(C=CC=C1)C=1C(=O)NC(C1)=O)C=1C(=O)NC(C1)=O